6-(3-(3-((1-(4-chloro-3-fluorophenyl)cyclopropyl)amino)propanoyl)-3,8-diazabicyclo[3.2.1]octan-8-yl)nicotinonitrile ClC1=C(C=C(C=C1)C1(CC1)NCCC(=O)N1CC2CCC(C1)N2C2=NC=C(C#N)C=C2)F